tert-butyl 3-(1-carbamoyl-6,7,8,9-tetrahydro-5H-pyrido[3,4-b]indol-4-yl)piperidine-1-carboxylate C(N)(=O)C1=NC=C(C2=C1NC=1CCCCC21)C2CN(CCC2)C(=O)OC(C)(C)C